tert-butyl (3S,5S)-3-[[4-[4-[(6-bromo-2-methyl-3-pyridyl)oxy]-2-methyl-thiazol-5-yl]pyrimidin-2-yl]amino]-5-fluoro-piperidine-1-carboxylate BrC1=CC=C(C(=N1)C)OC=1N=C(SC1C1=NC(=NC=C1)N[C@@H]1CN(C[C@H](C1)F)C(=O)OC(C)(C)C)C